F[C@@H]1CC=2N(C=NC2[C@@H](N[S@](=O)C(C)(C)C)C=2N(C3=CC=CC=C3C2)S(=O)(=O)C2=CC=CC=C2)C1 (R)-N-((R)-((R)-6-fluoro-6,7-dihydro-5H-pyrrolo[1,2-c]imidazol-1-yl)(1-(phenylsulfonyl)-1H-indol-2-yl)methyl)-2-methylpropane-2-sulfinamide